COC(C(CCNC(=O)OC(C)(C)C)(C(N(C)C)=O)C)=O Methyl-4-((tert-Butoxycarbonyl)amino)-2-(dimethylcarbamoyl)butanoic acid methyl ester